COC1=CC=C(C=N1)C=1C=C2C=3CCCC(C3NC2=CC1)=O 6-(6-methoxypyridin-3-yl)-2,3,4,9-tetrahydro-1H-carbazol-1-one